FC(OC=1C=C(OC=2N=CC(=NC2)N2C(NC=3C2=NC=CC3)=O)C=CC1)(F)F 3-[5-[3-(trifluoro-methoxy)phenoxy]pyrazin-2-yl]-1H-imidazo[4,5-b]pyridin-2-one